CN1C(CCCC1)CCN 2-(1-methylpiperidin-2-yl)ethan-1-amine